[C-]#N.C(CCCCCCCCCCC)[NH+]1CCC(CC1)CCC 1-Dodecyl-4-propylpiperidinium cyanid